N1=C(N=CC=C1)CC(C(=O)OC(C)C)OC(N[C@@H](C)C1=CC=C(C=C1)C(F)(F)F)=O Propan-2-yl 3-(pyrimidin-2-yl)-2-({[(1S)-1-[4-(trifluoromethyl)phenyl]ethyl]carbamoyl}oxy)propanoate